COC(=O)C1C(NN=C(C1)C1=CC=C(C=C1)C(F)F)=O 6-[4-(difluoromethyl)phenyl]-3-oxo-2,3,4,5-tetrahydropyridazine-4-carboxylic acid methyl ester